C1(=CC=CC=C1)N1N=NC(=C1)CO (1-phenyl-1H-1,2,3-triazol-4-yl)methanol